C12CC(CC2C1)C1=C(C(=CC=C1)C#N)NC(=O)N1CCC(CC1)(C)C1=NOC(=N1)[C@H]1[C@H](C1)F N-(2-(bicyclo[3.1.0]hexan-3-yl)-6-cyanophenyl)-4-(5-((1S,2S)-2-fluorocyclopropyl)-1,2,4-oxadiazol-3-yl)-4-methylpiperidine-1-carboxamide